C1(=CC=CC=C1)C1=NC(OC1([2H])[2H])=O (S)-4-phenyloxazolin-2-one-5,5-d2